2,3-dihydroxybutane-1,4-dioic acid OC(C(=O)O)C(C(=O)O)O